COC1=CC=CC=2S(C3=C(C21)C=CC=C3)(=O)=O methoxydibenzo[b,d]thiophene 5,5-dioxide